ClC1=C(N(C(C2=C(C=CC=C12)C1=CC=C(C(=O)NC(C)C)C=C1)=O)C1=CC=CC=C1)[C@H](C)NC=1C2=C(N=CN1)NC=CC2=O (S)-4-(4-chloro-1-oxo-3-(1-((5-oxo-5,8-dihydropyrido[2,3-d]pyrimidin-4-yl)amino)ethyl)-2-phenyl-1,2-dihydroisoquinolin-8-yl)-N-isopropylbenzamide